C1(=CC=C(C=C1)NC=1C(=C(SC1C)C)C(=O)O)C1=CC=CC=C1 4-([1,1'-biphenyl]-4-ylamino)-2,5-dimethylthiophene-3-carboxylic acid